CC1=C(C=C(OCC2N(CC2)C(=O)OC(C)(C)C)C=C1)C(NC1(CC1)C1=C2C=CC=NC2=CC=C1)=O tert-butyl 2-((4-methyl-3-((1-(quinolin-5-yl)cyclopropyl)carbamoyl)phenoxy)methyl)azetidine-1-carboxylate